PYRIMIDINE-2,4,6-TRICARBALDEHYDE N1=C(N=C(C=C1C=O)C=O)C=O